2-(((S)-1-(1H-tetrazol-1-yl)propan-2-yl)oxy)-4-(2-((1-((1r,4r)-4-morpholinocyclohexyl)-3-((tetrahydro-2H-pyran-4-yl)methoxy)-1H-pyrazol-4-yl)amino)pyrimidin-5-yl)benzonitrile N1(N=NN=C1)C[C@H](C)OC1=C(C#N)C=CC(=C1)C=1C=NC(=NC1)NC=1C(=NN(C1)C1CCC(CC1)N1CCOCC1)OCC1CCOCC1